octadecyl pelargonate C(CCCCCCCC)(=O)OCCCCCCCCCCCCCCCCCC